4-[(3S)-3-amino-3-methylpyrrolidin-1-yl]-5-(3,5-difluorophenyl)-N-[cis-2-fluorocyclohexyl]pyridine-3-carboxamide N[C@@]1(CN(CC1)C1=C(C=NC=C1C1=CC(=CC(=C1)F)F)C(=O)N[C@H]1[C@H](CCCC1)F)C